tert-butyl (S)-5-amino-5-oxo-4-(1-oxo-5-(((S)-1-((2-(pyrrolidin-1-yl)quinazolin-6-yl)methyl)pyrrolidin-3-yl)oxy)isoindolin-2-yl)pentanoate NC([C@H](CCC(=O)OC(C)(C)C)N1C(C2=CC=C(C=C2C1)O[C@@H]1CN(CC1)CC=1C=C2C=NC(=NC2=CC1)N1CCCC1)=O)=O